CO[C@H]1[C@@H](CN(C1)C=1C=C2[C@H](CN(CC2=CC1)C1=C2C(=NC(=C1)C)N(N=C2)C)C)N (3R,4R)-4-methoxy-1-[(4R)-2-(1,6-dimethylpyrazolo[3,4-b]pyridin-4-yl)-4-methyl-3,4-dihydro-1H-isoquinolin-6-yl]pyrrolidin-3-amine